NC1=NC2=CC=C(C=C2C=C1Br)C(=O)N(CC1=NC=C(C=C1)C(F)(F)F)[C@H](C)C1=NC=CC=N1 (R)-2-amino-3-bromo-N-(1-(pyrimidin-2-yl)ethyl)-N-((5-(trifluoromethyl)pyridin-2-yl)methyl)quinoline-6-carboxamide